(1R,2R,3R,4S)-3-isopropylbicyclo[2.2.1]heptan-2-amine hydrochloride Cl.C(C)(C)[C@H]1[C@@H]([C@@H]2CC[C@H]1C2)N